C(CCCCC)SC1=NC=NN1CC1=CC=C(C=C1)C=C 5-hexylthio-1-(4-vinylbenzyl)-1H-1,2,4-triazole